1,3,5-TRIS(6-METHYLPYRIDIN-2-YLOXY)BENZENE CC1=CC=CC(=N1)OC1=CC(=CC(=C1)OC1=NC(=CC=C1)C)OC1=NC(=CC=C1)C